C1(CC1)C(OC1=C(C=C(C=C1F)F)CNC(=O)C=1C(=NC=C(C1)C=1C=CC=2N(N1)C(=C(N2)NC(C)=O)C)OC)[2H] N-({2-[cyclopropyl(deutero)methoxy]-3,5-difluorophenyl}methyl)-5-{2-acetamido-3-methylimidazo[1,2-b]pyridazin-6-yl}-2-methoxypyridine-3-carboxamide